5-(4-((1-phenylethyl)amino)quinazolin-6-yl)nicotinaldehyde C1(=CC=CC=C1)C(C)NC1=NC=NC2=CC=C(C=C12)C=1C=NC=C(C=O)C1